(S)-1-(3-(4-methoxy-3-(1H-pyrazol-5-yl)phenyl)azetidin-1-yl)-2-(pyrrolidin-3-yl)ethan-1-one TFA salt OC(=O)C(F)(F)F.COC1=C(C=C(C=C1)C1CN(C1)C(C[C@H]1CNCC1)=O)C1=CC=NN1